C(C)(C)(C)C=1C=C(C=C(C1O)C(C)(C)C)C(O)C(CO)(CO)CO (3,5-di-t-butyl-4-hydroxyphenyl)pentaerythritol